NC1=NC=CC=C1C1=NC=2C(=NC(=CC2)N2N=CC=C2)N1C=1C=C2CC[C@@H](C2=CC1)NC(=O)C1=CN=CS1 (S)-N-(5-(2-(2-aminopyridin-3-yl)-5-(1H-pyrazol-1-yl)-3H-imidazo[4,5-b]pyridin-3-yl)-2,3-dihydro-1H-inden-1-yl)thiazole-5-carboxamide